5-(2-[2-(1,3-dioxolan-2-yl)-3-ethynylphenoxy]acetamido-2H-pyrazol-3-yl)cyclopentyl N-isopropylcarbamate C(C)(C)NC(OC1CCCC1C=1N(N=CC1)NC(COC1=C(C(=CC=C1)C#C)C1OCCO1)=O)=O